[(1,2,3-benzotriazol-1-yloxy)bis(dimethylamino)-lambda5-phosphanyl]dimethylamine N1(N=NC2=C1C=CC=C2)OP(N(C)C)(N(C)C)N(C)C